ClC1=CC=CC2=C1N=C(S2)C2OCCO2 chloro-2-(1,3-dioxolan-2-yl)benzothiazole